COC1=CC=C(CN(S(=O)(=O)C2=C(C=CC(=C2C=2N=NN(N2)CC2=CC=C(C=C2)OC)I)S(=O)(=O)CCNC(OC(C)(C)C)=O)CC2=CC=C(C=C2)OC)C=C1 tert-butyl (2-((2-(N,N-bis(4-methoxybenzyl)sulfamoyl)-4-iodo-3-(2-(4-methoxybenzyl)-2H-tetrazol-5-yl)phenyl)sulfonyl)ethyl)carbamate